Methyl-4-bromo-6-chloropyridazin-3(2H)-one CN1N=C(C=C(C1=O)Br)Cl